1-(tert-butyl)-N-((3-(7-(((3S,4R)-3-fluoro-1-methylpiperidin-4-yl)amino)-3-(2,2,2-trifluoroethyl)-2H-indazol-2-yl)-1,2,4-oxadiazol-5-yl)methyl)-1H-pyrrole-3-carboxamide C(C)(C)(C)N1C=C(C=C1)C(=O)NCC1=NC(=NO1)N1N=C2C(=CC=CC2=C1CC(F)(F)F)N[C@H]1[C@H](CN(CC1)C)F